N-(8-(4,4-difluoropiperidin-1-yl)-[1,2,4]triazolo[1,5-a]pyridin-6-yl)-4-iodo-2-(6-azaspiro[2.5]oct-6-yl)benzamide FC1(CCN(CC1)C=1C=2N(C=C(C1)NC(C1=C(C=C(C=C1)I)N1CCC3(CC3)CC1)=O)N=CN2)F